C(CCC)(=O)NC1=NC=CC(=C1)CN1CCN(CC1)C1=C(C=C(C(=O)NC)C=C1)F 4-(4-((2-butyramidopyridin-4-yl)methyl)piperazin-1-yl)-3-fluoro-N-methylbenzamide